CC1=C(N=NC=C1)OC1CCC(CC1)CCN1N=C(C2=C1CCC2)C(=O)N2CCC(CC2)NC(C)=O N-(1-(1-(2-((1s,4s)-4-((4-Methylpyridazin-3-yl)oxy)cyclohexyl)ethyl)-1,4,5,6-tetrahydrocyclopenta[c]pyrazol-3-carbonyl)piperidin-4-yl)acetamid